para-ethoxybenzoyl chloride C(C)OC1=CC=C(C(=O)Cl)C=C1